1-(4-(4,4,5,5-tetramethyl-1,3,2-dioxaborolan-2-yl)-2-(trifluoromethyl)phenyl)-1-((2S,3S,4S,5R,6R)-3,4,5-tris(benzyloxy)-6-((benzyloxy)methyl)tetrahydro-2H-pyran-2-yl)ethan-1-ol CC1(OB(OC1(C)C)C1=CC(=C(C=C1)C(C)(O)[C@H]1O[C@@H]([C@H]([C@@H]([C@@H]1OCC1=CC=CC=C1)OCC1=CC=CC=C1)OCC1=CC=CC=C1)COCC1=CC=CC=C1)C(F)(F)F)C